6-isopropyl-3-methoxy-10-oxo-5,10-dihydro-6H-pyrido[2,1-a][2,7]naphthyridin C(C)(C)C1N2C(C=3C=NC(=CC3C1)OC)=CC(C=C2)=O